[5-(2-cyclopropylpyridin-3-yl)-1H-pyrrolo[2,3-c]pyridin-3-yl]([4-[1-methyl-4-(trifluoromethyl)imidazol-2-yl]phenyl])methanol C1(CC1)C1=NC=CC=C1C=1C=C2C(=CN1)NC=C2C(O)C2=CC=C(C=C2)C=2N(C=C(N2)C(F)(F)F)C